(1H-pyrazol-4-ylmethyl)-N4-(5-chloro-4-(5-(cyclopropylmethyl)-1-methyl-1H-pyrazol-4-yl)pyrimidin-2-yl)-N1-(2,2,2-trifluoroethyl)cyclohexane-1,4-diamine N1N=CC(=C1)CC1(CCC(CC1)NC1=NC=C(C(=N1)C=1C=NN(C1CC1CC1)C)Cl)NCC(F)(F)F